6-[(1S)-1-cyclopropylethyl]-2-methyl-6,7-dihydro-4H-pyrazolo[1,5-a]pyrrolo[3,4-d]pyrimidine C1(CC1)[C@H](C)N1C=C2NC=3N(C=C2C1)N=C(C3)C